C(CCCCC)N1N=C(N=N1)C1=C(C(=O)OC)C=CC(=C1)[N+](=O)[O-] methyl 2-(2-hexyl-2H-1,2,3,4-tetrazol-5-yl)-4-nitrobenzoate